CC1=CC=2C(C3=CC=CC=C3C2C=C1)C 2,9-dimethylfluorene